NC=1C=2N(C=CN1)C(=NC2C2=CC(=C(C=C2)NC(=O)NC2=CC(=NN2C2=CC=CC=C2)C)F)C2CC2 1-(4-(8-amino-3-cyclopropylimidazo[1,5-a]pyrazin-1-yl)-2-fluorophenyl)-3-(3-methyl-1-phenyl-1H-pyrazol-5-yl)urea